1-(4-((3-bromo-7-(butylamino)-5-((methoxycarbonyl)amino)-1H-pyrazolo[4,3-d]pyrimidin-1-yl)methyl)-3-methoxyphenyl)cyclobutyl acetate C(C)(=O)OC1(CCC1)C1=CC(=C(C=C1)CN1N=C(C=2N=C(N=C(C21)NCCCC)NC(=O)OC)Br)OC